OC1=C2CCN(CC2=CC=C1)C(=O)OC(C)(C)C tert-Butyl 5-hydroxy-3,4-dihydroisoquinoline-2(1H)-carboxylate